(S)-2-(2-(2-isopropylphenyl)pyrrolidin-1-yl)-7-azaspiro[3.5]nonane C(C)(C)C1=C(C=CC=C1)[C@H]1N(CCC1)C1CC2(C1)CCNCC2